N-cyclopropyl-3-fluoro-4-methyl-5-[3-[[1-[2-[2-(methylamino)ethoxy]phenyl]cyclopropyl]amino]-2-oxopyrazin-1-yl]benzamide C1(CC1)NC(C1=CC(=C(C(=C1)N1C(C(=NC=C1)NC1(CC1)C1=C(C=CC=C1)OCCNC)=O)C)F)=O